(R)-N-(2-(4-cyanothiazolidine-3-yl)-2-oxoethyl)-7-methylquinoline-4-carboxamide C(#N)[C@H]1N(CSC1)C(CNC(=O)C1=CC=NC2=CC(=CC=C12)C)=O